FC=1C=C(C=NC1)[C@H](CNC(CC1CCC(CC1)OC)(C)C)O (R)-1-(5-Fluoropyridin-3-yl)-2-((1-((1r,4R)-4-methoxycyclohexyl)-2-methyl-propan-2-yl)amino)ethan-1-ol